(6-methyl-1H-benzo[d]imidazol-2-yl)(thiophen-2-yl)methanone CC=1C=CC2=C(NC(=N2)C(=O)C=2SC=CC2)C1